C(C)(=O)N[C@H]1C[C@H](CCC1)C(=O)NC1=NC=C(C(=C1)C=1N2CC(CC2=C(C1)C(=O)N)(C)C)F 5-(2-((1S,3R)-3-acetylaminocyclohexane-1-carboxamido)-5-fluoropyridin-4-yl)-2,2-dimethyl-2,3-dihydro-1H-pyrrolizin-7-carboxamide